COC(=O)C=1SC=C(N1)C1CN(CC1)C1=CC(=C(C=C1)Cl)Cl 4-(1-(3,4-dichlorophenyl)pyrrolidin-3-yl)thiazole-2-carboxylic acid methyl ester